COC1=CC=C(C=N1)S(=O)(=O)N1C[C@@H]2CN(C[C@@H]2C1)C1CCOCC1 (3ar,6as)-2-((6-methoxypyridine-3-yl)sulfonyl)-5-(tetrahydro-2H-pyran-4-yl)octahydropyrrolo[3,4-c]pyrrole